FC1=CC=CC(=N1)NNC(C1=C(C=C(C=C1)/C(=C/C(C(F)(F)F)C1=CC(=C(C(=C1)Cl)Cl)Cl)/F)C(F)(F)F)=O (Z)-N'-(6-fluoropyridin-2-yl)-4-(1,4,4,4-tetrafluoro-3-(3,4,5-trichlorophenyl)but-1-en-1-yl)-2-(trifluoromethyl)benzoyl-hydrazine